2-amino-2'-hydroxy-3'-tertiary butyl-5'-methylazobenzene NC1=C(C=CC=C1)N=NC1=C(C(=CC(=C1)C)C(C)(C)C)O